(R)-3-(5-((tert-butyldimethylsilyl)oxy)-2-hydroxyphenyl)-1-ethoxy-1-oxopropan-2-yl benzoate C(C1=CC=CC=C1)(=O)O[C@@H](C(=O)OCC)CC1=C(C=CC(=C1)O[Si](C)(C)C(C)(C)C)O